C(C)OC(=O)CC1=CC(=C(C(=O)NC=2C=C(C=C(C(=O)OCC)C2)C(=O)OCC)C=C1O)O diethyl 5-(4-(ethoxycarbonylmethyl)-2,5-dihydroxybenzamido)isophthalate